C(C)(=O)N1C(CC(C1)F)C(=O)NC(C1=CC=CC=C1)C1=NC=C(C=C1)C1CCC1 1-Acetyl-N-[(5-cyclobutylpyridin-2-yl)(phenyl)methyl]-4-fluoropyrrolidine-2-carboxamide